4-((3-isopropyl-5-(2-methoxypyrimidin-5-yl)pyrazolo[1,5-a]pyrimidin-7-yl)amino)piperidine-1-carboxylic acid (3-fluoroazetidine-3-yl)methyl ester FC1(CNC1)COC(=O)N1CCC(CC1)NC1=CC(=NC=2N1N=CC2C(C)C)C=2C=NC(=NC2)OC